2,4-dichloro-N-[(1s,4s)-4-{[2,6-bis(trifluoromethyl)pyridin-4-yl]amino}cyclohexyl]benzamide ClC1=C(C(=O)NC2CCC(CC2)NC2=CC(=NC(=C2)C(F)(F)F)C(F)(F)F)C=CC(=C1)Cl